COC=1C=C(C=CC1OC1=NC=CC(=N1)C)C1=C(N=C2N1N=CC=N2)C2=CC=C(C=C2)NC(C=C)=O N-(4-(7-(3-methoxy-4-((4-methylpyrimidin-2-yl)oxy)phenyl)imidazo[1,2-b][1,2,4]triazin-6-yl)phenyl)acrylamide